(1H)-azulene C1CC=C2C=CC=CC=C12